1,2,4,7-tetramethyl-1,4,7-tri-azacyclononan CN1C(CN(CCN(CC1)C)C)C